2-bromo-4-(4,4-difluorocyclohex-1-en-1-yl)-5-fluoro-3-nitropyridine BrC1=NC=C(C(=C1[N+](=O)[O-])C1=CCC(CC1)(F)F)F